C(#C)C1CN=C2N1C1=CC=C(C=C1C(N2C([2H])([2H])C=2C=NN(C2)C)=O)S(=O)(=O)NC2(CC2)C 1-ethynyl-N-(1-methylcyclopropyl)-4-[(1-methylpyrazol-4-yl)(2H2)methyl]-5-oxo-1H,2H-imidazo[1,2-a]quinazoline-7-sulfonamide